OC(COC1=C(C=C(C=C1)C=1[C@@H](NC(NN1)=O)C)C(F)(F)F)(C)C (5S)-6-[4-(2-hydroxy-2-methylpropyloxy)-3-(trifluoromethyl)phenyl]-5-methyl-4,5-dihydro-1,2,4-triazin-3(2H)-one